FC1=CC(=C(CN2C(C=CC3=C2N=CN=C3)=O)C=C1)C(F)(F)F 8-[4-fluoro-2-(trifluoromethyl)benzyl]pyrido[2,3-d]pyrimidin-7(8H)-one